ClC1=NNC(C(=C1)CN1N=CC(=C1)NC(=O)[C@H](C(C1CC1)C1CC1)NC(=O)C=1N(N=CC1)C(C)C)=O N-[(1S)-1-[[1-[(3-chloro-6-oxo-1H-pyridazin-5-yl)methyl]pyrazol-4-yl]carbamoyl]-2,2-dicyclopropyl-ethyl]-2-isopropyl-pyrazole-3-carboxamide